C(CC(C)C)CC(=O)[O-] Isoamyl-acetate